C(=O)O.COCCOC(=O)N1C=C(C2=CC(=CC=C12)OC)CCN(C)C 3-(2-(dimethylamino)ethyl)-5-methoxy-1H-indole-1-carboxylic acid 2-methoxyethyl ester formate